5-amino-2-(1-cyclopropyl-1H-pyrazol-4-yl)-N-[(dimethylamino)methylidene]benzene-sulfonamide NC=1C=CC(=C(C1)S(=O)(=O)N=CN(C)C)C=1C=NN(C1)C1CC1